hydroxyl-hydroquinone OC1=C(O)C=CC(=C1)O